1-(6-bromo-3-fluoropyridin-2-yl)-N-(2,4-dimethoxybenzyl)methylamine BrC1=CC=C(C(=N1)CNCC1=C(C=C(C=C1)OC)OC)F